CC1=C(OC(O1)=O)CCl (5-methyl-2-oxo-1,3-dioxol-4-yl)methyl chloride